The molecule is a sesquiterpenoid that is (4Z,8Z)-4,8-dimethyltrideca-4,8-diene carrying two oxo substituents at positions 1 and 12. A product from bacterial degradation of rubber. It has a role as a bacterial xenobiotic metabolite. It is a methyl ketone, an aliphatic aldehyde, a sesquiterpenoid and an olefinic compound. C/C(=C/CCC(=O)C)/CC/C=C(/C)\\CCC=O